4-((S)-1-((R)-1-((4',5-dihydroxy-2'-methyl-[1,1'-biphenyl]-3-yl)methyl)pyrrolidine-2-carboxamido)ethyl)-2-hydroxybenzoic acid OC1=CC(=C(C=C1)C1=CC(=CC(=C1)O)CN1[C@H](CCC1)C(=O)N[C@@H](C)C1=CC(=C(C(=O)O)C=C1)O)C